C1(CCC1)[C@@H]1NCCOC1 (S)-3-cyclobutyl-morpholine